N-[4-chloro-3-(N,N-diethylsulfamoyl)phenyl]-5-(5-fluoropyridin-2-yl)-thieno[2,3-b]pyridine-2-carboxamide ClC1=C(C=C(C=C1)NC(=O)C1=CC=2C(=NC=C(C2)C2=NC=C(C=C2)F)S1)S(N(CC)CC)(=O)=O